The molecule is an organic sulfamate oxoanion that is the conjugate base of cyclohexylsulfamic acid. It has a role as a human xenobiotic metabolite. It is a conjugate base of a cyclohexylsulfamic acid. C1CCC(CC1)NS(=O)(=O)[O-]